FC=1C=C(C=C2N=CC=NC12)CC1=NC=CC(=C1N)N1CCN(CC1)C ((8-Fluoroquinoxalin-6-yl)methyl)-4-(4-methylpiperazin-1-yl)pyridin-3-amine